1-(2-Amino-5-fluorophenyl)ethanone NC1=C(C=C(C=C1)F)C(C)=O